OCCN(C1=CC2=C(N(C(=N2)C[C@@H](C(=O)N[C@H](C(=O)OCC)CC2=CC=C(C=C2)F)NC(=O)OC(C)(C)C)C)C=C1)CCO ethyl (2S)-2-[[(2S)-3-[5-[bis(2-hydroxyethyl)amino]-1-methyl-benzimidazol-2-yl]-2-(tert-butoxycarbonylamino)propanoyl]amino]-3-(4-fluorophenyl)propanoate